ClC1=CC(=C(COC2=NC=3CN(CCC3C=C2C(F)(F)F)CC2=NC3=C(N=NC(=C3)C(=O)N)N2C[C@H]2OCC2)C=C1)F (S)-6-((2-((4-chloro-2-fluorobenzyl)oxy)-3-(trifluoromethyl)-5,8-dihydro-1,7-naphthyridin-7(6H)-yl)methyl)-7-(oxetan-2-ylmethyl)-7H-imidazo[4,5-c]pyridazine-3-carboxamide